C(#N)/C(/C(=O)N)=C\C1=CC(=C(C=C1)OCC=1C(=C(C=CC1)C1=CC=CC=C1)C)OC (E)-2-cyano-3-(3-methoxy-4-((2-methyl-[1,1'-biphenyl]-3-yl)methoxy)phenyl)acrylamide